tertbutyl 5-(benzo[c]isothiazol-3-yl)-3,6-dihydropyridine-1(2H)-carboxylate N=1SC(=C2C1C=CC=C2)C2=CCCN(C2)C(=O)OC(C)(C)C